(4-morpholinocyclohex-1-en-1-yl)-4-(((S)-piperidin-3-yl)amino)pyrido[3,2-d]pyrimidine-8-carboxamide O1CCN(CC1)C1CC=C(CC1)C=1N=C(C2=C(N1)C(=CC=N2)C(=O)N)N[C@@H]2CNCCC2